C1=2C=C(C=CC2CC1)C(C(=O)C1=CC=C(C=C1)Cl)=C 2-(bicyclo[4.2.0]oct-1(6),2,4-trien-3-yl)-1-(4-chlorophenyl)prop-2-en-1-one